2-(5-(p-toluenesulfonyloxy)pentyl)quinoline-3-carboxylic acid tert-butyl ester C(C)(C)(C)OC(=O)C=1C(=NC2=CC=CC=C2C1)CCCCCOS(=O)(=O)C1=CC=C(C)C=C1